2,6-di-t-butyl-α-dimethylamino-cresol C(C)(C)(C)C1(CC=CC(=C1O)C(C)(C)C)CN(C)C